N-(6-aminohexyl)-4-((3-(2,3-difluoro-4-methoxyphenyl)imidazo[1,2-a]pyrazin-8-yl)amino)-2-methylbenzamide hydrochloride Cl.NCCCCCCNC(C1=C(C=C(C=C1)NC=1C=2N(C=CN1)C(=CN2)C2=C(C(=C(C=C2)OC)F)F)C)=O